1-(2-(4-(2-cyanophenyl)piperidin-1-yl)-2-oxoethyl)-3-(2-ethynylthiazol-4-yl)urea C(#N)C1=C(C=CC=C1)C1CCN(CC1)C(CNC(=O)NC=1N=C(SC1)C#C)=O